FC1(CCN(CC1)CC1(COC1)C)C(=O)NC=1N=CC2=CC=C(C=C2C1)C=1C=NN(C1)C 4-fluoro-N-(6-(1-methyl-1H-pyrazol-4-yl)isoquinolin-3-yl)-1-((3-methyloxetan-3-yl)methyl)piperidine-4-carboxamide